5-(8-((1S,2S)-2-(1-(2,2-difluoroethyl)-1H-indazol-6-yl)cyclopropyl)imidazo[1,2-b]pyridazin-6-yl)pyrimidine-2,4(1H,3H)-dione FC(CN1N=CC2=CC=C(C=C12)[C@@H]1[C@H](C1)C=1C=2N(N=C(C1)C=1C(NC(NC1)=O)=O)C=CN2)F